5-(5-(2-(3-aminopropoxy)-6-methoxyphenyl)-1H-pyrazol-3-ylamino)pyrazine-2-carbonitrile formic acid salt C(=O)O.NCCCOC1=C(C(=CC=C1)OC)C1=CC(=NN1)NC=1N=CC(=NC1)C#N